C12(CC3CC(CC(C1)C3)C2)P(C2=CC=NN2C=2C(=NN(C2C2=CC=CC=C2)C2=CC=CC=C2)C2=CC=CC=C2)C23CC1CC(CC(C2)C1)C3 5-[Bis(1-adamantyl)phosphino]-1',3',5'-triphenyl-1,4'-bi-1H-pyrazole